ClC1=CC=C(C=N1)C1CN(C1)C(=O)N1C[C@@H]2[C@@H](OCC(N2)=O)CC1 (4aR,8aS)-6-(3-(6-chloropyridin-3-yl)azetidine-1-carbonyl)hexahydro-2H-pyrido[4,3-b][1,4]oxazin-3(4H)-one